N-(3-chloro-5-(methylsulfonamido)phenyl)-1-(3-cyclobutoxy-5-(3,3-difluoroazetidin-1-yl)pyridin-2-yl)-5-methyl-1H-pyrrole-3-carboxamide ClC=1C=C(C=C(C1)NS(=O)(=O)C)NC(=O)C1=CN(C(=C1)C)C1=NC=C(C=C1OC1CCC1)N1CC(C1)(F)F